6-oxo-1-(pyrimidin-2-yl)piperidine-2-carboxamide O=C1CCCC(N1C1=NC=CC=N1)C(=O)N